6-((2-chloro-4-(trifluoromethyl)phenoxy)methyl)picolinic acid ClC1=C(OCC2=CC=CC(=N2)C(=O)O)C=CC(=C1)C(F)(F)F